2,6-diamino-para-xylene NC1=C(C(=CC(=C1)C)N)C